1-(4-chlorophenyl)-4-((1S,4S)-4-(6-fluoroquinolin-4-yl)cyclohexyl)pent-1-en-3-one ClC1=CC=C(C=C1)C=CC(C(C)C1CCC(CC1)C1=CC=NC2=CC=C(C=C12)F)=O